FC(C=1OC(=NN1)C=1C=NC(=C(C1)F)COC1=CC2=CC=CC=C2C=C1)F 2-(difluoromethyl)-5-[5-fluoro-6-(2-naphthyloxymethyl)-3-pyridinyl]-1,3,4-oxadiazole